4-(ethoxycarbonyl)amino-2-phenylbutyric acid C(C)OC(=O)NCCC(C(=O)O)C1=CC=CC=C1